N[C@H](C(=O)N1CCC(CC1)C1=C(N(C=C1)S(N)(=O)=O)C(=O)O)CO 3-[1-[(2S)-2-Amino-3-hydroxy-propanoyl]-4-piperidyl]-1-sulfamoyl-pyrrole-2-carboxylic acid